tert-butyl (1R,5S,6r)-6-methyl-6-[(tert-butyl) carbamoyl]-3-azabicyclo[3.1.0]hexane-3-carboxylate CC1([C@H]2CN(C[C@@H]12)C(=O)OC(C)(C)C)C(NC(C)(C)C)=O